(R)-1-(3-bromo-2-fluorophenyl)propan-2-amine BrC=1C(=C(C=CC1)C[C@@H](C)N)F